CC1CCC(CC1)N(C(C(C)C)=O)[C@H]1C[C@H](N(C1)C(=O)OC(C)(C)C)C(=O)N1CCOCC1 Tert-butyl (2S,4S)-4-(N-((1s,4R)-4-methylcyclohexyl)isobutyramido)-2-(morpholine-4-carbonyl)pyrrolidine-1-carboxylate